C(#N)C=1C=NN2C1C(=CC(=C2)C2=CC=C(C=C2)N2CCN(CC2)C(=O)OC(C)(C)C)OS(=O)(=O)C(F)(F)F tert-butyl 4-[4-[3-cyano-4-(trifluoromethylsulfonyloxy)pyrazolo[1,5-a]pyridin-6-yl]phenyl]piperazine-1-carboxylate